NCC(=O)N[C@@H](CCC(N)=O)C(=O)O GLYCYL-GLUTAMIN